FC1=CN=C2N1C=C(C=C2)C2=CNC=1N=CN=C(C12)C=1C=NN(C1)C 5-(3-fluoroimidazo[1,2-a]pyridin-6-yl)-4-(1-methyl-1H-pyrazol-4-yl)-7H-pyrrolo[2,3-d]pyrimidine